4-(4-(1-(2-((2-((2-methoxy-2-oxoethyl)amino)-2-oxoethyl)amino)-2-oxoethyl)-1'-methyl-1H,1'H-[4,6'-biindazol]-3-yl)piperidin-1-yl)-4-oxobutanoic acid COC(CNC(CNC(CN1N=C(C=2C(=CC=CC12)C1=CC=C2C=NN(C2=C1)C)C1CCN(CC1)C(CCC(=O)O)=O)=O)=O)=O